4-(azetidin-3-yloxy)pyridine N1CC(C1)OC1=CC=NC=C1